FC1=NC(=CC=C1O[C@@H]1C(N(C1)C(=O)OC(C)(C)C)C)C(NC([2H])([2H])[2H])=O tert-butyl (3S)-3-({2-fluoro-6-[(2H3)methylcarbamoyl]pyridin-3-yl}oxy)-2-methylazetidine-1-carboxylate